2-acetoxyethyl methacrylate C(C(=C)C)(=O)OCCOC(C)=O